N1=CC(=CC=C1)C=1C=C(C=CC1)C1=CC(=NC=C1N1C2=CC=C(C=C2C=2C=C(C=CC12)N(C1=CC=CC=C1)C1=CC=CC=C1)N(C1=CC=CC=C1)C1=CC=CC=C1)N1C2=CC=C(C=C2C=2C=C(C=CC12)N(C1=CC=CC=C1)C1=CC=CC=C1)N(C1=CC=CC=C1)C1=CC=CC=C1 9,9'-(4-(3-(pyridin-3-yl)phenyl)pyridine-2,5-diyl)bis(N3,N3,N6,N6-tetraphenyl-9H-carbazole-3,6-diamine)